O1CCN(CC1)C=1C=C2C=CNC(C2=CC1)=O 6-morpholino-1-oxoisoquinolin